N-((R)-1-(2-(5-((R)-3-aminopiperidine-1-carbonyl)-7-methoxy-1-methyl-1H-benzo[d]imidazol-2-yl)-1-(cyclopropylmethyl)-1H-pyrrolo[2,3-b]pyridin-6-yl)ethyl)pivalamide N[C@H]1CN(CCC1)C(=O)C1=CC2=C(N(C(=N2)C2=CC=3C(=NC(=CC3)[C@@H](C)NC(C(C)(C)C)=O)N2CC2CC2)C)C(=C1)OC